OCC1=CC=CC(=N1)OC1CCN(CC1)C(=O)OC(C)(C)C tert-Butyl 4-((6-(hydroxymethyl)pyridin-2-yl)oxy)piperidine-1-carboxylate